[Si](C)(C)(C(C)(C)C)C=1C(N(C2=CC=CC=C2N1)CC1=CC=C(C=C1)OC)=O 3-(tert-butyldimethylsilyl)-1-(4-methoxybenzyl)quinoxalin-2(1H)-one